The molecule is a 1-alkyl-2-acetyl-3-acyl-sn-glycerol in which the alkyl and acyl groups are specified as palmityl and linoleoyl. It derives from a 1-O-palmityl-2-acetyl-sn-glycerol and a linoleic acid. CCCCCCCCCCCCCCCCOC[C@H](COC(=O)CCCCCCC/C=C\\C/C=C\\CCCCC)OC(=O)C